FC=1C=C(C=CC1C1=NC=2C=CNC(C2C(=C1)NC1=NC=C(C=C1)C1CCNCC1)=O)NC(=O)C1CCCCC1 N-(3-fluoro-4-(5-oxo-4-((5-(piperidin-4-yl)pyridin-2-yl)amino)-5,6-dihydro-1,6-naphthyridin-2-yl)phenyl)cyclohexane-carboxamide